CC1(OB(OC1(C)C)C=1C=C2CCCC(C2=CC1)NC(=O)C=1OC(=NN1)C(C)(C)C)C 5-tert-Butyl-[1,3,4]oxadiazole-2-carboxylic acid [6-(4,4,5,5-tetramethyl-[1,3,2]dioxaborolan-2-yl)-1,2,3,4-tetrahydro-naphthalen-1-yl]-amide